1,3-dicyclohexylimidazolidine C1(CCCCC1)N1CN(CC1)C1CCCCC1